ClC=1C=C2C=CC(=NC2=CC1)C(=O)N[C@@H]1CC[C@H](CC1)C(=O)O trans-4-(6-chloroquinoline-2-carboxamido)cyclohexane-1-carboxylic acid